CN1C(=O)NC=2N=CN(C2C1=O)C 1,7-Dimethylxanthine